CS(=O)(=O)O.O1CCN(CC1)C1C(CCC1)[Na] (2-morpholinocyclopentyl)sodium methanesulfonate